C1(CC1)[C@@H]1C2=C(N(C([C@@H]1NC(C1=CC(=CC=C1)C(F)(F)F)=O)=O)CC)N(N=C2C(=O)O)CCC (4R,5R)-4-cyclopropyl-7-ethyl-6-oxo-1-propyl-5-(3-(trifluoromethyl)benzamido)-4,5,6,7-tetrahydro-1H-pyrazolo[3,4-b]pyridine-3-carboxylic acid